(S)-5-(((1-(2-hydroxy-4-(trifluoromethyl)phenyl)pyrido[3,4-d]pyridazin-4-yl)amino)methyl)-4,4-dimethylpyrrolidin-2-one OC1=C(C=CC(=C1)C(F)(F)F)C1=C2C(=C(N=N1)NC[C@@H]1C(CC(N1)=O)(C)C)C=NC=C2